4-((4-chloropyrimidin-2-yl)(methyl)amino)cyclohexan-1-ol ClC1=NC(=NC=C1)N(C1CCC(CC1)O)C